S-((S)-2-((S)-4-methyl-2-nonanamidopentanamido)-5-(methylamino)-5-oxopentyl) ethanethioate C(C)(SC[C@H](CCC(=O)NC)NC([C@H](CC(C)C)NC(CCCCCCCC)=O)=O)=O